C(C)OC(=O)C1C2(C=CC(C1)(CC2)C(C)C)C 4-isopropyl-1-methyl-bicyclo[2.2.2]-5-octene-2-carboxylic acid ethyl ester